6-chloro-5-fluoro-2-methoxy-pyridin-3-amine ClC1=C(C=C(C(=N1)OC)N)F